C(C(=C)C)(=O)OCCOC(=O)NCC(CC(CCNC(=O)OCCOC(C(=C)C)=O)C)(C)C 1,6-bis[2-methacryloyloxyethoxy-carbonylamino]-2,2,4-trimethylhexane